13-Heptacosenoic acid C(CCCCCCCCCCCC=CCCCCCCCCCCCCC)(=O)O